6-(2-amino-6-fluoro-5-(1,2,3,4-tetrahydroisoquinolin-7-yl)pyridin-3-yl)-3,4-dihydroisoquinolin-1(2H)-one 2,2,2-trifluoroacetate FC(C(=O)O)(F)F.NC1=NC(=C(C=C1C=1C=C2CCNC(C2=CC1)=O)C1=CC=C2CCNCC2=C1)F